CN([C@H](CNC(C[C@H](C)C1=CC=C(C=C1)F)=O)CC=1C=C2C=NNC2=CC1)C (S)-N-((S)-2-(dimethylamino)-3-(1H-indazol-5-yl)propyl)-3-(4-fluorophenyl)butanamide